(R)-3-(2,4-difluoro-phenyl)-N-[1-(4-fluoro-3-morpholin-4-yl-phenyl)-2-hydroxy-ethyl]-acrylamide FC1=C(C=CC(=C1)F)C=CC(=O)N[C@@H](CO)C1=CC(=C(C=C1)F)N1CCOCC1